Ammonium 3-(hexadecylthio)propyl (R)-(((1-(6-amino-9H-purin-9-yl)propan-2-yl)oxy)methyl) phosphonate P(OCCCSCCCCCCCCCCCCCCCC)(OCO[C@@H](CN1C2=NC=NC(=C2N=C1)N)C)=O.[NH4+]